(S)-3-(4-((4-(morpholinomethyl)benzyl)oxy)-1-oxoisoindolin-2-yl)piperidine-2,6-dione O1CCN(CC1)CC1=CC=C(COC2=C3CN(C(C3=CC=C2)=O)[C@@H]2C(NC(CC2)=O)=O)C=C1